2-(8-((1R,5S,7r)-3-oxa-9-azabicyclo[3.3.1]nonan-7-yl)-7,8-dihydro-6H-pyridazino[4,3-b][1,4]oxazin-3-yl)-5-(1-methyl-1H-pyrazol-4-yl)phenol [C@H]12COC[C@H](CC(C1)N1C3=C(OCC1)C=C(N=N3)C3=C(C=C(C=C3)C=3C=NN(C3)C)O)N2